6-chloro-1-((2-fluoropyridin-3-yl)methyl)-1H-pyrazolo[3,4-b]Pyrazine ClC1=CN=C2C(=N1)N(N=C2)CC=2C(=NC=CC2)F